methyl N-[5-[5-[(4-fluoro-3-methoxy-phenyl)-(methoxymethyl)carbamoyl]pyrazolo[1,5-a]pyridin-3-yl]-2-pyridyl]carbamate FC1=C(C=C(C=C1)N(C(=O)C1=CC=2N(C=C1)N=CC2C=2C=CC(=NC2)NC(OC)=O)COC)OC